CC=1C(=NC=CC1)C1=CC=C(C=C1)CO [4-(3-methylpyridin-2-yl)phenyl]methanol